C(CN1C(C(NC(C1)(C)C)(C)C)=O)N1C(C(NC(C1)(C)C)(C)C)=O 1,1'-(1,2-Ethandiyl)-bis(3,3,5,5-tetramethylpiperazinon)